C1CC[C@H]([C@@H](C1)NC(=O)C2=CC=CC=N2)NC(=O)C3=CC=CC=N3 (-)-N,N'-(1R,2R)-1,2-diaminocyclohexanediylbis(2-pyridinecarboxamide)